[S].C(C(C)C)#N isobutyronitrile Sulfur